4-cyano-1,2-oxazol-3-amine C(#N)C=1C(=NOC1)N